C(CC1=CC=CC=C1)N1C2=CC=CC=C2C=2C=CC=CC12 9-phenethyl-9H-carbazole